spiro[cyclopropane-1,3'-indol] N1=CC2(C3=CC=CC=C13)CC2